N-(1-ethyl-1H-benzo[d]imidazol-4-yl)-4-fluorobenzamide C(C)N1C=NC2=C1C=CC=C2NC(C2=CC=C(C=C2)F)=O